(4-(4-(1-(benzo[d]thiazol-5-yl)ethyl)piperazin-1-yl)phenyl)(imino)(methyl)-λ6-sulfanone S1C=NC2=C1C=CC(=C2)C(C)N2CCN(CC2)C2=CC=C(C=C2)S(=O)(C)=N